1-[trans-4-(pyridin-2-yloxy)cyclohexyl]-5,6-dihydro-4H-[1,2,4]Triazolo[4,3-a][1]Benzazepin-5-ol N1=C(C=CC=C1)O[C@@H]1CC[C@H](CC1)C1=NN=C2N1C1=C(CC(C2)O)C=CC=C1